Phosphine iodide [I-].P